7,7'-dimethyl-6,6'-dihydroxy-3,3,3',3'-tetramethyl-1,1'-spirobiindane CC=1C(=CC=C2C(CC3(C12)CC(C1=CC=C(C(=C13)C)O)(C)C)(C)C)O